(Z)-1-(4-amino-2-fluoro-but-2-en-1-yl)-2-methyl-4-(4-(methylsulfonyl)phenyl)-1H-benzo[d]imidazole-6-carboxylic acid methyl ester COC(=O)C=1C=C(C2=C(N(C(=N2)C)C/C(=C/CN)/F)C1)C1=CC=C(C=C1)S(=O)(=O)C